FC(C1=CC(=NC=C1)C(=O)OCC)(F)F ethyl 4-(trifluoromethyl)picolinate